methyl 3-[[7-benzyloxy-4-(4-fluorophenyl)-3-tetrahydropyran-4-yl-2-quinolyl] amino]bicyclo[1.1.1]pentane-1-carboxylate C(C1=CC=CC=C1)OC1=CC=C2C(=C(C(=NC2=C1)NC12CC(C1)(C2)C(=O)OC)C2CCOCC2)C2=CC=C(C=C2)F